2-(4-butoxy-3,5-dimethoxyphenyl)ethanamine C(CCC)OC1=C(C=C(C=C1OC)CCN)OC